1-(1-adamantyl)piperazine C12(CC3CC(CC(C1)C3)C2)N2CCNCC2